ClC1=C(C=CC=C1)C=C(CS(=O)(=O)C1=CC=C(C)C=C1)S(=O)(=O)C1=CC=C(C)C=C1 3-o-chlorophenyl-1,2-di-p-toluenesulfonyl-2-propene